2-((6-(6-((4-cyano-2-methoxybenzyl)oxy)pyridin-2-yl)-3-azabicyclo[4.1.0]heptan-3-yl)methyl)-4-methoxy-1-(((S)-oxetan-2-yl)methyl)-1H-benzo[d]imidazole-6-carboxylic acid C(#N)C1=CC(=C(COC2=CC=CC(=N2)C23CCN(CC3C2)CC2=NC3=C(N2C[C@H]2OCC2)C=C(C=C3OC)C(=O)O)C=C1)OC